C(C)C1C=C(C=C2C3=CC=CC=C3N=C12)C=O ethyl-3-formyl-1H-carbazole